CC(C(=O)OCOC1=CC(=CC(=C1C1C(CCC(=C1)C)C(=C)C)OCOC(C(C)(C)C)=O)CCCCC)(C)C ((5'-methyl-4-pentyl-2'-(prop-1-en-2-yl)-1',2',3',4'-tetrahydro-[1,1'-biphenyl]-2,6-diyl)bis(oxy))bis(methylene) bis(2,2-dimethylpropanoate)